C1(CC1)C=1C=C(C(=NC1)C1=NC=2C(=NC=C(C2)C(F)(F)F)N1C)S(=O)(=O)CC 2-(5-cyclopropyl-3-ethylsulfonylpyridin-2-yl)-3-methyl-6-trifluoromethyl-3H-imidazo[4,5-b]pyridine